ClC1=C(C(=CC=2N(C(=NC21)C)C)CC)C2=CC=CN1C=CC=C21 8-(4-chloro-6-ethyl-1,2-dimethyl-1H-benzo[d]imidazol-5-yl)indolizine